ClC1=NC=CC(=C1)C1=C(C=C(C=C1)[Ge](C)(C)C)F 2-chloro-4-(2-fluoro-4-(trimethylgermyl)phenyl)pyridine